5,5',5'',5'''-(4-(3-(pyridin-4-yl)phenyl)pyridine-2,3,5,6-tetrayl)tetrakis(5H-pyrido[4,3-b]indole) N1=CC=C(C=C1)C=1C=C(C=CC1)C1=C(C(=NC(=C1N1C2=C(C=3C=CC=CC13)C=NC=C2)N2C1=C(C=3C=CC=CC23)C=NC=C1)N1C2=C(C=3C=CC=CC13)C=NC=C2)N2C1=C(C=3C=CC=CC23)C=NC=C1